1-(6-Formylpyridin-2-yl)cyclopropane-1-carboxylic acid ethyl ester C(C)OC(=O)C1(CC1)C1=NC(=CC=C1)C=O